FCCN1N=CC(=C1)C(=O)NC1=CC(=CC=C1)[C@H](C)NC1=CN=C2C(=N1)N(N=C2)C (S)-1-(2-fluoroethyl)-N-(3-(1-((1-methyl-1H-pyrazolo[3,4-b]pyrazin-6-yl)amino)ethyl)phenyl)-1H-pyrazole-4-carboxamide